3-Bromoimidazole BrN1C=NC=C1